methyl 3-aminoadamantane-1-carboxylate hydrochloride Cl.NC12CC3(CC(CC(C1)C3)C2)C(=O)OC